C1(=CC=C(C=C1)P(OC1=C(C=C(C=C1)C(C)(C)C)C(C)(C)C)OC1=C(C=C(C=C1)C(C)(C)C)C(C)(C)C)C1=CC=C(C=C1)P(OC1=C(C=C(C=C1)C(C)(C)C)C(C)(C)C)OC1=C(C=C(C=C1)C(C)(C)C)C(C)(C)C biphenyl-4,4'-diylbis[bis(2,4-di-tert-butylphenoxy)phosphine]